C(CCC)(=O)OC1=C(C=CC=C1)OC 2-methoxyphenyl n-butyrate